ClC1=NC=C(C(=N1)Cl)CN1C2CS(C(C1)C2)(=O)=O 5-((2,4-dichloropyrimidin-5-yl)methyl)-2-thia-5-azabicyclo[2.2.1]heptane 2,2-dioxide